BrC1=CC=C(C=C1)C12CN(CC2C1)CCO[Si](C)(C)C(C)(C)C (4-bromophenyl)-3-(2-((tert-butyldimethylsilyl)oxy)ethyl)-3-azabicyclo[3.1.0]hexane